FC1=CC=C(CNC(=O)C=2N=NSC2C2N(CCN(C2)C2=NC=CC=C2)C(=O)N)C=C1 (4-(4-fluorobenzylcarbamoyl)-1,2,3-thiadiazol-5-yl)-4-(pyridin-2-yl)piperazine-1-carboxamide